IC=1C(=NN2C1CN(CC2)CCS(=O)(=O)C)C=O 3-iodo-5-(2-methylsulfonylethyl)-6,7-dihydro-4H-pyrazolo[1,5-a]pyrazine-2-carbaldehyde